C(C)OC(=O)C1=NN2C=3C=CN=C(C(CC=CC(C(NC2=C1)=O)C)NC(=O)OC(C)(C)C)C3 13-{[(tert-butoxy)carbonyl]Amino}-9-methyl-8-oxo-2,3,7,15-tetraazatricyclo[12.3.1.02,6]Octadeca-1(18),3,5,10,14,16-hexa-ene-4-carboxylic acid ethyl ester